N-(2-((2-(dimethylamino)ethyl)(methyl)amino)-5-((5-fluoro-4-(4-methoxy-1-methyl-1H-indol-3-yl)pyrimidin-2-yl)amino)phenyl)acetamide CN(CCN(C1=C(C=C(C=C1)NC1=NC=C(C(=N1)C1=CN(C2=CC=CC(=C12)OC)C)F)NC(C)=O)C)C